6-fluoro-7-{3-[(3-methylbutyl)carbamoyl]azetidin-1-yl}-4-oxo-1-(1,2,4-thiadiazol-5-yl)-1,4-dihydro-1,8-naphthyridine-3-carboxylic acid FC=1C=C2C(C(=CN(C2=NC1N1CC(C1)C(NCCC(C)C)=O)C1=NC=NS1)C(=O)O)=O